3-(1-oxo-5-(((1S,2S)-2-(3-(2,2,2-trifluoroethoxy)azetidin-1-yl)cyclohexyl)oxy)isoindolin-2-yl)piperidine-2,6-dione O=C1N(CC2=CC(=CC=C12)O[C@@H]1[C@H](CCCC1)N1CC(C1)OCC(F)(F)F)C1C(NC(CC1)=O)=O